N1(CCC(CC1)C(=O)ON1C(C2=CC=CC=C2C1=O)=O)C(=O)OC(C)(C)C tert-butyl O4-(1,3-dioxoisoindolin-2-yl) piperidine-1,4-dicarboxylate